1,1,2-trifluoro-ethylene FC(=CF)F